SCC(CCO)O 4-mercapto-1,3-butanediol